C(C)(=O)N1CCN(C2=C(C1)C=C(C=C2)C2=CC=CC(=N2)C(=O)N)C2=CC=C(C=C2)C(F)(F)F 6-(4-acetyl-1-(4-(trifluoromethyl)phenyl)-2,3,4,5-tetrahydro-1H-benzo[e][1,4]diazepin-7-yl)picolinamide